1,3,5-tribromoaniline BrC1(N)CC(=CC(=C1)Br)Br